acryloxypentadecyldifluoromethylsilane C(C=C)(=O)OCCCCCCCCCCCCCCC[SiH2]C(F)F